OC1=C(C=O)C=CC(=C1)CCCCCCCCCCCCCCC 2-hydroxy-4-pentadecylbenzaldehyde